N1-methyl-N1-((S)-4-methyl-1-oxo-1-(((S)-3-oxo-1-((S)-2-oxopyrrolidin-3-yl)-4-(2,3,5,6-tetrafluorophenoxy)butan-2-yl)amino)pentan-2-yl)-N2-(o-tolyl)oxalamide CN(C(C(=O)NC1=C(C=CC=C1)C)=O)[C@H](C(N[C@@H](C[C@H]1C(NCC1)=O)C(COC1=C(C(=CC(=C1F)F)F)F)=O)=O)CC(C)C